C(C1=CC=CC=C1)OC=1C=C2C(=C(NC2=CC1)C1=CC(=NC=C1)C)C(C)C 5-(benzyloxy)-3-isopropyl-2-(2-methylpyridin-4-yl)-1H-indole